(3-(1,3-Dioxolan-2-yl)-1,2-dihydropyridin-2-yl)piperidine-1-carboxylic acid tert-butyl ester C(C)(C)(C)OC(=O)N1C(CCCC1)C1NC=CC=C1C1OCCO1